FC1=CC=C2C=NNC2=C1C#N 6-Fluoro-1H-indazole-7-carbonitrile